BrC=1C=C(C=CC1NC1=NC=C(C=C1)C(F)(F)F)S(=O)(=O)N(C)CC1=CC=C(C=C1)OC 3-Bromo-N-[(4-methoxyphenyl)methyl]-N-methyl-4-[[5-(trifluoromethyl)-2-pyridyl]amino]benzenesulfonamide